tris(o-Methylphenyl)phosphorus CC1=C(C=CC=C1)P(C1=C(C=CC=C1)C)C1=C(C=CC=C1)C